N-((1r,4r)-4-(4-cyano-3-(trifluoromethyl)phenoxy)cyclohexyl)-2-(4-(hydroxymethyl)piperidin-1-yl)pyrimidine-5-carboxamide C(#N)C1=C(C=C(OC2CCC(CC2)NC(=O)C=2C=NC(=NC2)N2CCC(CC2)CO)C=C1)C(F)(F)F